4,4,4-trifluoro-3,3-dimethylbutan-1-amine FC(C(CCN)(C)C)(F)F